C1=NC(=NC(=N1)Cl)Cl 2,4-dichlorotriazine